2,4,6-Trifluoro-N-[6-(1-methylpiperidin-4-carbonyl)-2-pyridyl]benzamid hydrochlorid Cl.FC1=C(C(=O)NC2=NC(=CC=C2)C(=O)C2CCN(CC2)C)C(=CC(=C1)F)F